(1S,3S)-3-((6-(5-Chloro-3-(((methyl(propyl)carbamoyl)oxy)methyl)thiophen-2-yl)-2-methylpyridine-3-yl)oxy)cyclohexane-1-carboxylic acid ClC1=CC(=C(S1)C1=CC=C(C(=N1)C)O[C@@H]1C[C@H](CCC1)C(=O)O)COC(N(CCC)C)=O